3-[S-ethyl-S-(3-dodecoxy-2-hydroxypropyl)sulfonio]-propane C(C)[S+](CC(COCCCCCCCCCCCC)O)CCC